(N-[4-amino-5-(2-methylpyridine-4-carbonyl)thiazol-2-yl]-4-fluoro-anilino)propanamide NC=1N=C(SC1C(=O)C1=CC(=NC=C1)C)N(C1=CC=C(C=C1)F)C(C(=O)N)C